ClC=1C(=C(C=C(C1)F)N1CCNCC1)C 1-(3-chloro-5-fluoro-2-methyl-phenyl)piperazine